tert-butyl (3S)-3-(5-cyano-3-furyl)-5-hydroxy-isoxazolidine-2-carboxylate C(#N)C1=CC(=CO1)[C@H]1N(OC(C1)O)C(=O)OC(C)(C)C